tert-butyl 5-(1-(tert-butoxycarbonyl)-3-fluoropiperidin-4-yl)-2-(3,4-dimethoxyphenyl)-3-isopropyl-1H-indole-1-carboxylate C(C)(C)(C)OC(=O)N1CC(C(CC1)C=1C=C2C(=C(N(C2=CC1)C(=O)OC(C)(C)C)C1=CC(=C(C=C1)OC)OC)C(C)C)F